N-(2-(2,6-dioxopiperidin-3-yl)-1,3-dioxoisoindolin-5-yl)-2,3-dihydrobenzo[b][1,4]dioxine-6-sulfonamide O=C1NC(CCC1N1C(C2=CC=C(C=C2C1=O)NS(=O)(=O)C1=CC2=C(OCCO2)C=C1)=O)=O